CC1(OB(OC1(C)C)C=1C=C(C=CC1)C#C[C@@]1(CCCC=2C=CC=NC12)O)C |r| rac-8-((3-(4,4,5,5-tetramethyl-1,3,2-dioxaborolan-2-yl)phenyl)Ethynyl)-5,6,7,8-tetrahydroquinolin-8-ol